C1(=CC=CC=C1)CCN1C(C=CC1=O)=O N-phenylethyl-maleimide